CN1[C@@H]2CCC(=O)C1=CC2 tropenone